N-(2-aminoethyl)-2-aminoethanesulfonic acid sodium salt [Na+].NCCNCCS(=O)(=O)[O-]